FC1=C(C(=CC(=C1)F)F)S(=O)(=O)N(C=1N=CSC1)CC1=CC=C(C=C1)OC 2,4,6-trifluoro-N-(4-methoxybenzyl)-N-(thiazol-4-yl)benzenesulfonamide